COC1=NC=CC=C1C#C[Si](C)(C)C 2-methoxy-3-((trimethylsilyl)ethynyl)pyridine